bromomethylene boronate B1OC(Br)O1